C(C)(C)(C)N1N=C(C=C1NC(CC1=CC(=NS1)C)=O)C1CC(CC1)N(C([O-])=O)C12CC(C1)C2 3-(1-(tert-butyl)-5-(2-(3-methylisothiazol-5-yl)acetamido)-1H-pyrazol-3-yl)cyclopentylbicyclo[1.1.1]Pentan-1-ylcarbamate